FC=1C=C(C(=NC1)C)N1CCN(CC1)C1=CC=2C(=NC(=CN2)C)N(C1=O)CC1=NC=CC=C1C(F)(F)F 7-(4-(5-fluoro-2-methylpyridin-3-yl)piperazin-1-yl)-3-methyl-5-((3-(trifluoromethyl)pyridin-2-yl)methyl)pyrido[2,3-b]pyrazin-6(5H)-one